4-chloro-5-(((S)-1-(((S)-2-oxo-1-(1-(5-(trifluoromethyl)pyrimidin-2-yl)piperidin-4-yl)pyrrolidin-3-yl)oxy)propan-2-yl)oxy)pyridazin-3(2H)-one ClC=1C(NN=CC1O[C@H](CO[C@@H]1C(N(CC1)C1CCN(CC1)C1=NC=C(C=N1)C(F)(F)F)=O)C)=O